pyridin-4-ylmethyl (2E,6R)-6-{[(2R,3R,5R,6S)-3,5-dihydroxy-6-methyloxan-2-yl]oxy}hept-2-enoate O[C@H]1[C@@H](O[C@H]([C@@H](C1)O)C)O[C@@H](CC/C=C/C(=O)OCC1=CC=NC=C1)C